FC1=C(C=C(C(=C1)[N+](=O)[O-])F)N1[C@@H](CN(CC1)C(=O)OC(C)(C)C)C (R)-tert-butyl 4-(2,5-difluoro-4-nitrophenyl)-3-methylpiperazine-1-carboxylate